C(CCCC)C1=C(C=CC(=C1)F)C1=CC=CC=C1 amyl-p-fluorobiphenyl